[I-].ClC1=CC=C2C=CC(=[N+](C2=C1)C)C 7-chloro-1,2-dimethylquinolin-1-ium iodide